COC1=CC=C(C=C1)CC(=O)N1CC2=C(CC1)SC(=C2)C2=NOC(=N2)C(F)(F)F 2-(4-methoxyphenyl)-1-(2-(5-(trifluoromethyl)-1,2,4-oxadiazol-3-yl)-6,7-dihydrothieno[3,2-c]pyridin-5(4H)-yl)ethan-1-one